(6-fluoro-2-methylpyridin-3-yl)methanamine FC1=CC=C(C(=N1)C)CN